C(C)(C)(C)OC(N[C@@H](CC=C)C=1OC(=NN1)C1=C(C=CC=C1)NC(CCC=C)=O)=O (S)-1-(5-(2-pent-4-enamidophenyl)-1,3,4-oxadiazol-2-yl)but-3-enyl-carbamic acid tert-butyl ester